N-[[(2S)-1-[3-(3,5-Dimethoxy-N-[3-(1-methylpyrazol-4-yl)quinoxalin-6-yl]anilino)propyl]pyrrolidin-2-yl]methyl]-1,1,1-trifluoromethanesulfonamide COC=1C=C(N(C=2C=C3N=C(C=NC3=CC2)C=2C=NN(C2)C)CCCN2[C@@H](CCC2)CNS(=O)(=O)C(F)(F)F)C=C(C1)OC